FC1=C2CCCCC2=CC(=C1)F 5,7-difluoro-1,2,3,4-tetrahydronaphthalene